O[C@H]1[C@@H](CC[C@@H](C1)C(N(C)OC)=O)N(C(OC(C)(C)C)=O)C tert-butyl ((1R,2R,4S)-2-hydroxy-4-(methoxy(methyl)carbamoyl)cyclohexyl)(methyl)carbamate